tri-tert-butyl (23S)-5-benzyl-1-(9H-fluorene-9-yl)-3,6,13,21-tetraoxo-2-oxa-4,7,14,20,22-pentaazapentacosane-19,23,25-tricarboxylate C(C1=CC=CC=C1)C(NC(OCC1C2=CC=CC=C2C=2C=CC=CC12)=O)C(NCCCCCC(NCCCCC(NC(N[C@@H](CCC(=O)OC(C)(C)C)C(=O)OC(C)(C)C)=O)C(=O)OC(C)(C)C)=O)=O